((2-bromoethoxy)methyl)benzene [3-[[6-(2,4-Dioxo-1H-Pyrimidin-5-yl)furo[2,3-d]pyrimidin-4-yl]amino]-2,2-difluoro-propyl]N-isopropylcarbamate O=C1NC=C(C(N1)=O)C1=CC2=C(N=CN=C2NCC(COC(NC(C)C)=O)(F)F)O1.BrCCOCC1=CC=CC=C1